NCC(O)C=1C=NN(C1)C1=C(C=C(C#N)C=C1)CN1C=NC(=C1)C1=CC=CC=C1 4-[4-(2-amino-1-hydroxyethyl)pyrazol-1-yl]-3-[(4-phenylimidazol-1-yl)methyl]benzonitrile